trimethoxysilyloctyl-bis(diethylamino)methylethyl sulfide CO[Si](OC)(OC)CCCCCCCCC(C)(C(N(CC)CC)N(CC)CC)SC(C)(CCCCCCCC[Si](OC)(OC)OC)C(N(CC)CC)N(CC)CC